[Na+].NCCCCCCN1N=CC(=C1)N1C(=C(C2=CC=C(C(=C12)F)Cl)SC=1C(=C(C(=O)[O-])C=CC1)F)C1CC1 3-((1-(1-(6-aminohexyl)-1H-pyrazol-4-yl)-6-chloro-2-cyclopropyl-7-fluoro-1H-indol-3-yl)thio)-2-fluorobenzoic acid sodium salt